OC[C@H](CC(C)C)NC(C1=CC(=C(C=C1)C)C)=O (S)-N-(1-hydroxy-4-methylpentan-2-yl)-3,4-dimethylbenzamide